NC1=NC=C(C2=C1C=NN2C2OCCCC2)NC(C(N2C(CCCC2)C2=CC(=CC=C2)N2CCCC2)=O)=O N-(4-amino-1-tetrahydropyran-2-yl-pyrazolo[4,3-c]pyridin-7-yl)-2-oxo-2-[2-(3-pyrrolidin-1-ylphenyl)-1-piperidyl]acetamide